N-(3-aminopropyl)amide NCCC[NH-]